C1(CC2C(CC1)O2)C(=O)O 3,4-epoxyCyclohexylformic acid